COC1=CC=C2C(=CC=NC2=C1)C1=CC=C(CNC(OC(C)(C)C)=O)C=C1 tert-butyl (4-(7-methoxyquinolin-4-yl)benzyl)carbamate